FC(C1=C(C=CC(=C1)C(F)(F)F)C(C)N1N=CC(=C1)NC(=O)C1=NOC(=C1)C=1OC=CC1)(F)F N-(1-{1-[2,4-bis(trifluoromethyl)phenyl]ethyl}-1H-pyrazol-4-yl)-5-(furan-2-yl)isoxazole-3-carboxamide